N-(2-{imidazo[1,2-a]pyridin-3-yl}propan-2-yl)azetidine-3-carboxamide N=1C=C(N2C1C=CC=C2)C(C)(C)NC(=O)C2CNC2